ClC1=CC=C(C=C1)C(COC)(C)C=1N=C(SC1)NC(C1=C(C=C(C=C1F)N1CCNCC1)F)=O N-(4-(2-(4-chlorophenyl)-1-methoxypropan-2-yl)thiazol-2-yl)-2,6-difluoro-4-(piperazin-1-yl)benzamide